(R)-6-((1-ethylpiperidin-3-yl)amino)-3-(2-hydroxy-4-(prop-1-yn-1-yl)phenyl)-4-methyl-1,2,4-triazin-5(4H)-one C(C)N1C[C@@H](CCC1)NC=1C(N(C(=NN1)C1=C(C=C(C=C1)C#CC)O)C)=O